S(=O)(=O)(O)O.FC1=C(C=C(C=C1)F)[C@@H]1N(CCC1)C1=NC=2N(C=C1)N=CC2NC(=O)N2C[C@H](CC2)O (S)-N-(5-((R)-2-(2,5-difluorophenyl)pyrrolidin-1-yl)-pyrazolo[1,5-a]pyrimidin-3-yl)-3-hydroxypyrrolidine-1-carboxamide hydrogen sulfate